methyl-[2,3'-bipyridine]-6-carboxamide formate C(=O)O.CC=1C(=NC(=CC1)C(=O)N)C=1C=NC=CC1